OC[C@H]1N(CCC1)C1=NC=2N(C(=N1)NCC1=CC=C(C=C1)NC(=O)C1CCOCC1)N=CC2C(C)C (S)-N-(4-(((2-(2-(hydroxymethyl)pyrrolidin-1-yl)-8-isopropylpyrazolo[1,5-a][1,3,5]triazin-4-yl)amino)methyl)phenyl)tetrahydro-2H-pyran-4-carboxamide